(R)-3-((4-(3-aminopiperidin-1-yl)-3-(but-2-yn-1-yl)-2,6-dioxo-3,6-dihydropyrimidin-1(2H)-yl)methyl)-N-isopropylbenzamide N[C@H]1CN(CCC1)C=1N(C(N(C(C1)=O)CC=1C=C(C(=O)NC(C)C)C=CC1)=O)CC#CC